(((5R,7R)-3-(5-(tert-butyl)pyrazin-2-yl)-8,8-difluoro-2-oxo-1-oxa-3-azaspiro[4.5]decan-7-yl)methyl)-1H-benzo[d]imidazole-6-carbonitrile C(C)(C)(C)C=1N=CC(=NC1)N1C(O[C@@]2(C1)C[C@@H](C(CC2)(F)F)CN2C=NC1=C2C=C(C=C1)C#N)=O